OC1=CC2=C(C=C(C(O2)=O)C(=O)O)C=C1C1=CC=C(C=C1)OC 7-hydroxy-2-oxo-6-(4-methoxyphenyl)-2H-benzopyran-3-carboxylic acid